NC=1C=C(C(=O)C2=CC(=CC=C2)C(C2=CC(=C(C=C2)OC2=CC=CC=C2)N)=O)C=CC1OC1=CC=CC=C1 1,3-Bis(3-amino-4-phenoxybenzoyl)benzene